O=C1NC(CCC1N1C(C2=CC=CC(=C2C1=O)NCCO)=O)=O 2-(2,6-dioxopiperidin-3-yl)-4-[(2-hydroxyethyl)amino]-2,3-dihydro-1H-isoindole-1,3-dione